OC1(CC1)C1=CC=C(C=C1)N1C(N(CC=2C1=NC(=NC2)NCC(F)(F)F)C2=CC=C(C=C2)OC)=O 1-(4-(1-hydroxycyclopropyl)phenyl)-3-(4-methoxyphenyl)-7-((2,2,2-trifluoroethyl)amino)-3,4-dihydropyrimido[4,5-d]pyrimidin-2(1H)-one